S(S)CCC=1OC=CC1 2-[2-(disulfanyl)ethyl]furan